OC=1C=C2C(=CNC2=CC1)CCNC(=O)C1=NC2=CC(=C(C=C2N(C1=O)C)C)C N-(2-(5-hydroxy-1H-indol-3-yl)ethyl)-4,6,7-trimethyl-3-oxo-3,4-dihydroquinoxaline-2-carboxamide